C(C)(C)(C)OC(=O)N1CCN(CC1)C=1C=CC2=C3N(N=C2C1)[C@@H](CN(C3)C3=C1C=CC=NC1=C(C=C3)C#N)C (R)-4-(2-(8-Cyanoquinolin-5-yl)-4-methyl-1,2,3,4-tetrahydropyrazino[1,2-b]indazol-8-yl)piperazine-1-carboxylic acid tertiary Butyl ester